O=C1NC(CCC1N1C(C2=CC=C(C=C2C1=O)C1CCN(CC1)C1=CC=C(C(=O)N)C=C1)=O)=O 4-(4-(2-(2,6-dioxopiperidin-3-yl)-1,3-dioxoisoindolin-5-yl)piperidin-1-yl)benzamide